CN1C(=NC=C1C)C1=CC(=C(C=C1)NC=1N=CC2=C(N1)C(=NC(=C2)C)N2CCC(CC2)OC)OC N-(4-(1,5-dimethyl-1H-imidazol-2-yl)-2-methoxyphenyl)-8-(4-methoxypiperidin-1-yl)-6-methylpyrido[3,4-d]pyrimidin-2-amine